1-acetylazetidine-3-carboxylic acid methyl ester COC(=O)C1CN(C1)C(C)=O